N-methylazetidine-3-carboxamide formate C(=O)O.CNC(=O)C1CNC1